COC1=NC(=NN2C1=C(C=C2)C=2C=CC1=C(N(N=N1)CC(F)(F)F)C2)NC2CC(C2)(C)NC(C)=O N-((1s,3s)-3-((4-methoxy-5-(1-(2,2,2-trifluoroethyl)-1H-benzo[d][1,2,3]triazol-6-yl)pyrrolo[2,1-f][1,2,4]triazin-2-yl)amino)-1-methylcyclobutyl)acetamide